CSC1=CC=C2CCCC(C2=C1)O 7-(methylsulfanyl)-1,2,3,4-tetrahydronaphthalen-1-ol